FC1=CC=C2C(NC(=NC2=C1)CS[C@@H]1CC[C@H](CC1)O)=O 7-fluoro-2-((((trans)-4-hydroxycyclohexyl)thio)methyl)quinazolin-4(3H)-one